N(N)CC1=C(N)C=C(C(=C1)OC)OC 2-(hydrazineylmethyl)-4,5-dimethoxyaniline